NCC(C)NC(=O)[C@@H]1CC[C@H](CC1)C(F)(F)C1=CC(=NC(=C1)N1CCN(CC1)S(=O)(=O)C1=CC=C(C=C1)N1C(C[C@H](C1)N)=O)Cl trans-N-(2-amino-1-methyl-ethyl)-4-[[2-chloro-6-[4-[4-[(4R)-4-amino-2-oxo-pyrrolidin-1-yl]phenyl]sulfonylpiperazin-1-yl]-4-pyridinyl]-difluoro-methyl]cyclohexanecarboxamide